(R)-2-methyl-N-(3-(trifluoromethyl)benzylidene)propane-2-sulfinamide CC(C)(C)[S@@](=O)N=CC1=CC(=CC=C1)C(F)(F)F